NC1CCN(CC1)C=1N(C(C(=C(N1)C1=CC(=C(C#N)C=C1)F)C#CC1CCCC1)=O)C 4-[2-(4-amino-piperidin-1-yl)-5-cyclopentylethynyl-1-methyl-6-oxo-1,6-dihydro-pyrimidin-4-yl]-2-fluoro-benzonitrile